CN(CC#CCN(C)C)C 1,4-bis(dimethylamino)-2-butyne